NCCCCCC(=O)OCC(=O)[C@]1(CC[C@H]2[C@@H]3CCC4=CC(C=C[C@@]4([C@H]3[C@H](C[C@]12C)O)C)=O)O 2-((8S,9S,10R,11S,13S,14S,17R)-11,17-dihydroxy-10,13-dimethyl-3-oxo-6,7,8,9,10,11,12,13,14,15,16,17-dodecahydro-3H-cyclopenta[a]phenanthren-17-yl)-2-oxoethyl 6-aminohexanoate